ethyl 4-chloro-8-oxo-11-thia-1,3,6-triazatetracyclo[8.7.0.02,7.012,17]heptadeca-2,4,6,9,12(17),13,15-heptaene-9-carboxylate ClC=1N=C2N3C=4C=CC=CC4SC3=C(C(C2=NC1)=O)C(=O)OCC